(S)-2-((R)-4-((3R,5S,7S,8R,9S,10S,13R,14S,17R)-3,7-dihydroxy-10,13-dimethyl-hexadecahydro-1H-cyclopenta[a]phenanthren-17-yl)pentanamido)-3-methylbutanoic acid O[C@@H]1CC[C@@]2([C@H]3CC[C@@]4([C@H](CC[C@H]4[C@@H]3[C@H](C[C@@H]2C1)O)[C@@H](CCC(=O)N[C@H](C(=O)O)C(C)C)C)C)C